BrC1=CC(=C(C=C1)C(C)=O)OC 1-(4-bromo-2-methoxyphenyl)ethan-1-one